ethyl 1-[3-(phenoxymethyl)pyridin-2-yl]-1H-pyrazole-4-carboxylate O(C1=CC=CC=C1)CC=1C(=NC=CC1)N1N=CC(=C1)C(=O)OCC